FC(C=1N=CC(=NC1)OC[C@@H]1CC[C@@]2(CCCN12)CO)(F)F ((3S,7aS)-3-(((5-(trifluoromethyl)pyrazin-2-yl)oxy)methyl)tetrahydro-1H-pyrrolizin-7a(5H)-yl)methanol